2-[4-[(E)-3-(2,4-Dihydroxyphenyl)-3-oxoprop-1-enyl]-2-methoxyphenoxy]-N-(2-methylphenyl)acetamide OC1=C(C=CC(=C1)O)C(/C=C/C1=CC(=C(OCC(=O)NC2=C(C=CC=C2)C)C=C1)OC)=O